N1(N=NC=C1)C1=NC=CC(=N1)CO (2-(1H-1,2,3-triazol-1-yl)pyrimidin-4-yl)methanol